FC1=CC=C(C=C1)[C@H]([C@H]1CN2C(C=3N1N=CC(C3O)=O)=NC=C2)C=2C=C(C=CC2)C (S)-6-((S)-(4-fluorophenyl)(m-tolyl)methyl)-11-hydroxy-5,6-dihydro-10H-imidazo[2',1':3,4]pyrazino[1,2-b]pyridazin-10-one